1-(2-(2,6-dioxopiperidin-3-yl)-1-oxoisoindolin-5-yl)-3-(2-(4-(tetrahydro-2H-pyran-4-yl)phenyl)propan-2-yl)urea O=C1NC(CCC1N1C(C2=CC=C(C=C2C1)NC(=O)NC(C)(C)C1=CC=C(C=C1)C1CCOCC1)=O)=O